(3-aminopropyl)maleimide NCCCC=1C(=O)NC(C1)=O